N-(phenyl(4-(tetrahydro-2H-pyran-4-yl)phenyl)methyl)-2-oxo-6-(trifluoromethyl)-1,2-dihydropyridine-3-carboxamide C1(=CC=CC=C1)C(NC(=O)C=1C(NC(=CC1)C(F)(F)F)=O)C1=CC=C(C=C1)C1CCOCC1